4-vinylnaphthyloxy-trimethylsilane C(=C)C1=CC=C(C2=CC=CC=C12)O[Si](C)(C)C